4-Amino-3-hydrazino-1,2,4-triazol NN1C(=NN=C1)NN